BrC=1C=CC2=C(C1)C=1N=C(N=C(C1O2)C#N)C#N 8-bromobenzofuro[3,2-d]pyrimidine-2,4-dicarbonitrile